1-(4-aminobenzyl)-3-bromo-4-[(2,4-difluorobenzyl)oxy]-6-methylpyridin-2(1H)-one NC1=CC=C(CN2C(C(=C(C=C2C)OCC2=C(C=C(C=C2)F)F)Br)=O)C=C1